ClCC=1N=NN(C1)C 4-(chloromethyl)-1-methyl-triazole